3-tert-Butyl-[1,2,4]oxadiazole-5-carboxylic acid {6-[2-(1,3,5-trimethyl-1H-pyrazol-4-yl)-3H-imidazo[4,5-b]pyridin-7-yl]-1,2,3,4-tetrahydro-naphthalen-1-yl}-amide CN1N=C(C(=C1C)C1=NC=2C(=NC=CC2C=2C=C3CCCC(C3=CC2)NC(=O)C2=NC(=NO2)C(C)(C)C)N1)C